FC1=C2[C@H]([C@H](COC2=CC=C1F)O)NC(OC(C)(C)C)=O tert-butyl ((3R,4R)-5,6-difluoro-3-hydroxychroman-4-yl)carbamate